ClC1=C(C=CC=C1)C1=CC=C2C(N(C(NC2=C1)=O)C=1C=NC=CC1C)=O 7-(2-chlorophenyl)-3-(4-methylpyridin-3-yl)quinazoline-2,4(1H,3H)-dione